3-(3,5-Di-Tert-Butyl-4-Hydroxyphenyl)-Acrylic Acid Ethyl Ester C(C)OC(C=CC1=CC(=C(C(=C1)C(C)(C)C)O)C(C)(C)C)=O